4-cyclopropyl-N-(4-piperidyl)-N-[4-(trifluoromethyl)phenyl]pyridin-3-amine C1(CC1)C1=C(C=NC=C1)N(C1=CC=C(C=C1)C(F)(F)F)C1CCNCC1